tert-butyl-(S)-4-((1-(3-(2,6-bis(benzyloxy)pyridin-3-yl)-1-methyl-1H-indazol-7-yl)piperidin-4-yl)methyl)-2-(hydroxymethyl)piperazine-1-carboxylate C(C)(C)(C)OC(=O)N1[C@@H](CN(CC1)CC1CCN(CC1)C=1C=CC=C2C(=NN(C12)C)C=1C(=NC(=CC1)OCC1=CC=CC=C1)OCC1=CC=CC=C1)CO